CC=1N=C2N(C=C(N=C2C)C=2SC=3C(N2)=CN(N3)C3OCCCC3)C1 2,8-dimethyl-6-[2-(oxan-2-yl)pyrazolo[4,3-d][1,3]thiazol-5-yl]imidazo[1,2-a]pyrazine